FC=1N=C(SC1CN1[C@H](C[C@H](C1)OC=1N=CC=2N(C1)N=C(C2)[Si](CC)(CC)CC)C)NC(C)=O N-(4-fluoro-5-(((2S,4R)-2-methyl-4-((2-(triethylsilyl)pyrazolo[1,5-a]pyrazin-6-yl)oxy)pyrrolidin-1-yl)methyl)thiazol-2-yl)acetamide